Br.C1(=CC=CC=C1)NC(NC1=CC=CC=C1)=N diphenyl-guanidine HBr